N-(6-((5-bromo-2-((5-bromo-2-methoxy-4-(4-(4-methylpiperazin-1-yl)piperidine-1-yl)phenyl)amino)pyrimidin-4-yl)amino)-2,3-dihydrobenzofuran-5-yl)-N-methylmethanesulfonamide BrC=1C(=NC(=NC1)NC1=C(C=C(C(=C1)Br)N1CCC(CC1)N1CCN(CC1)C)OC)NC1=CC2=C(CCO2)C=C1N(S(=O)(=O)C)C